5-(2-fluoro-6-hydroxy-3-(5-(2-methoxyethyl)-2,5-dihydro-1H-pyrrol-3-yl)phenyl)-1,2,5-thiadiazolidin-3-one 1,1-dioxide FC1=C(C(=CC=C1C=1CNC(C1)CCOC)O)N1CC(NS1(=O)=O)=O